N-methyloctylamide heptacosanate C(CCCCCCCCCCCCCCCCCCCCCCCCCC)(=O)[O-].C[N-]CCCCCCCC